C(C#C)OCCCN1CCN(CC1)C(=O)OC(C)(C)C tert-butyl 4-[3-(prop-2-yn-1-yloxy)propyl]piperazine-1-carboxylate